OCCC1(CCN(CC1)C(=O)OC(C)(C)C)C tert-Butyl 4-(2-hydroxyethyl)-4-methyl-1-piperidinecarboxylate